C(C)OC(C[C@@H](C=1C=C(C=CC1)C1=CC=C(C=C1)C)NC(=O)NC=1C(N(C=C(C1O)C)C)=O)=O (S)-3-(3-(4-hydroxy-1,5-dimethyl-2-oxo-1,2-dihydropyridin-3-yl)ureido)-3-(4'-methylbiphenyl-3-yl)propanoic acid ethyl ester